7-chloro-3-(2-chloropyrimidin-4-yl)-1-tosyl-1H-pyrrolo[2,3-c]Pyridine ClC=1N=CC=C2C1N(C=C2C2=NC(=NC=C2)Cl)S(=O)(=O)C2=CC=C(C)C=C2